(R)-4-((1-(3-(difluoromethyl)-2-fluorophenyl)ethyl)amino)-6-(1-(fluoromethyl)cyclopropyl)-2-methyl-8-(methylamino)pyrido[4,3-d]pyrimidine-7(6H)-one FC(C=1C(=C(C=CC1)[C@@H](C)NC=1C=2C(N=C(N1)C)=C(C(N(C2)C2(CC2)CF)=O)NC)F)F